Hydrid Natrium [Na+].[H-]